N1C(=CC2=CC=CC=C12)C1=C(C(OC12CCC2)=C=O)C(=O)NOC 8-(1H-indol-2-yl)-N-methoxy-6-carbonyl-5-oxaspiro[3.4]oct-7-ene-7-carboxamide